2-methyl-2-[5-methyl-2,4-dioxo-1-(2-phenylethyl)-6-(2H-1,2,3-triazol-2-yl)-1H,2H,3H,4H-thieno[2,3-d]pyrimidin-3-yl]propionic acid CC(C(=O)O)(C)N1C(N(C2=C(C1=O)C(=C(S2)N2N=CC=N2)C)CCC2=CC=CC=C2)=O